4-(3-chloro-4-(9-(2,5-dimethylbenzyl)-6-(1-methylcyclopropoxy)-9H-purin-8-yl)phenoxy)-2-methylbutanoic acid ClC=1C=C(OCCC(C(=O)O)C)C=CC1C=1N(C2=NC=NC(=C2N1)OC1(CC1)C)CC1=C(C=CC(=C1)C)C